1-(5-bromo-1H-indol-1-yl)-2,2-dimethyl-1-propanone BrC=1C=C2C=CN(C2=CC1)C(C(C)(C)C)=O